[6-(5-chloro-1,3-benzothiazol-2-yl)spiro[3.3]heptan-2-yl]-5-(1-methyl-1-methylsulfonyl-ethyl)furan-2-carboxamide ClC=1C=CC2=C(N=C(S2)C2CC3(CC(C3)C3=C(OC(=C3)C(C)(S(=O)(=O)C)C)C(=O)N)C2)C1